3,4-dimethylbenzylhydrazine hydrochloride Cl.CC=1C=C(CNN)C=CC1C